C(C1=CC=CC=C1)(=O)NC(NC1=CC=C(C(=O)O)C=C1)=S 4-(3-Benzoylthioureido)Benzoic Acid